methyl (S)-2-(3-methoxy-5,6,7,8-tetrahydroquinolin-5-yl)-5-(1-methyl-3-(trifluoromethyl)-1H-pyrazol-4-yl)-1-oxo-1,2,3,4-tetrahydroisoquinoline-7-carboxylate COC=1C=NC=2CCC[C@@H](C2C1)N1C(C2=CC(=CC(=C2CC1)C=1C(=NN(C1)C)C(F)(F)F)C(=O)OC)=O